strontium-yttrium [Y].[Sr]